(1s,4s)-4-(8-(2,6-dichlorophenylamino)-2-((1r,3r)-3-hydroxycyclobutylamino)-9H-purin-9-yl)cyclohexanecarboxamide ClC1=C(C(=CC=C1)Cl)NC=1N(C2=NC(=NC=C2N1)NC1CC(C1)O)C1CCC(CC1)C(=O)N